COC1=NC(=NC=C1)C(=O)NS(=O)(=O)C 4-methoxy-N-(methylsulfonyl)pyrimidine-2-carboxamide